C(C)(=O)C(O)(C[N+](C)(C)C)C(C)=O.C(=O)N1C=2C(NC(=NC2NC[C@@H]1CNC1=CC=C(C(N[C@@H](CCC(=O)[O-])C(=O)O)=O)C=C1)N)=O 5-Formyl-(6S)-tetrahydrofolic acid diacetylcholine salt